FC(S(=O)(=O)OC1=CC(=CC=C1)C1=NC=2C(=C3OC=4C=CC=CC4B4C3=C(C2)OC=2C=CC=CC24)N1C1=C(C=C(C=C1)C(C)(C)C)C1=CC=CC=C1)(F)F 3-(13-(5-(tert-butyl)-[1,1'-biphenyl]-2-yl)-13H-9,14-dioxa-11,13-diaza-4b-boracyclopenta[a]naphtho[3,2,1-de]anthracen-12-yl)phenyl trifluoromethanesulfonate